5-amino-N-(pyrimidin-2-yl)picolinamide NC=1C=CC(=NC1)C(=O)NC1=NC=CC=N1